C(C=C)(=O)OCCOB(OCCOC(C=C)=O)OCCOC(C=C)=O (boranetriyltris(oxy))tris(ethane-2,1-diyl) triacrylate